ClC1=NC=C(C(=O)NOC)C(=C1)NC1=C(C=CC=C1)S(N(C)C)(=O)=O 6-Chloro-4-((2-(N,N-dimethylsulfamoyl)phenyl)amino)-N-methoxynicotinamide